C1(=CC=CC=C1)C1CC(NCC1)C1=CC=C(C#N)C=C1 (+-)-4-(4-phenylpiperidin-2-yl)benzonitrile